1H-benzotriazol-1-ylmethoxy-tris(dimethylamino)phosphonium hexafluorophosphate F[P-](F)(F)(F)(F)F.N1(N=NC2=C1C=CC=C2)CO[P+](N(C)C)(N(C)C)N(C)C